2,5-diiodohistidine IC=1NC(=C(C[C@H](N)C(=O)O)N1)I